C(C)(C)(C)OC(=O)N1CC(=CC1)C1=C(C(=C(C=C1)OC)C(=O)OC)F 3-(2-Fluoro-4-methoxy-3-(methoxycarbonyl)phenyl)-2,5-dihydro-1H-pyrrole-1-carboxylic acid tert-butyl ester